ClC1=CC=C(C=C1)C=1CC2(CCC2)CCC1CN1CCNCC1 4-((6-(4-chlorophenyl)spiro[3.5]non-6-en-7-yl)methyl)piperazin